C(#N)/C=C/C(=O)OC methyl (E)-3-cyanoprop-2-enoate